NC1=C(C=C(C=N1)NC(C(=O)N1[C@H](CC[C@@H](C1)C)C=1C=CC2=C(N=C(S2)C2COCC2)C1)=O)CC N-(6-amino-5-ethylpyridin-3-yl)-2-((2R,5S)-5-methyl-2-(2-(tetrahydrofuran-3-yl)benzo[d]thiazol-5-yl)piperidin-1-yl)-2-oxoacetamide